FC=1C=C2C3=C(NC2=C(C1)NC)N=CC(=C3N3CC(CC3)CCO)C=3C=C1C(C(=CN(C1=NC3)C)C(=O)O)=O 6-[6-fluoro-4-[3-(2-hydroxyethyl)pyrrolidin-1-yl]-8-(methylamino)-9H-pyrido[2,3-b]indol-3-yl]-1-methyl-4-oxo-1,8-naphthyridine-3-carboxylic acid